Cl.Cl.COC=1C=CC2=C(N(C(C(N2C)=O)=O)C2CCNCC2)N1 6-methoxy-1-methyl-4-(piperidin-4-yl)-1,4-dihydropyrido[2,3-b]pyrazine-2,3-dione dihydrochloride